C(#N)C1(CCN(CC1)C(=O)OC(C)(C)C)CC1=CC=C(C=C1)OC(F)(F)F tert-butyl 4-cyano-4-(4-(trifluoromethoxy)benzyl)piperidine-1-carboxylate